1-methyl-5-(prop-1-en-2-yl)-1H-pyrazole-3-sulfonamide CN1N=C(C=C1C(=C)C)S(=O)(=O)N